(3S,4S)-1-(4-((3R*,4S*)-3-hydroxy-4-(tetradecylcarbamoyl)pyrrolidine-1-carbonyl)benzoyl)-N3,N4-bis((1S,2R)-2-phenylcyclopropyl)pyrrolidine-3,4-dicarboxamide O[C@H]1CN(C[C@@H]1C(NCCCCCCCCCCCCCC)=O)C(=O)C1=CC=C(C(=O)N2C[C@H]([C@@H](C2)C(=O)N[C@@H]2[C@H](C2)C2=CC=CC=C2)C(=O)N[C@@H]2[C@H](C2)C2=CC=CC=C2)C=C1 |o1:1,5|